3-[5-[4-[4,4-difluoro-5-[4-[(1R,2S)-6-hydroxy-2-phenyl-tetralin-1-yl]phenoxy]pentyl]piperazin-1-yl]-7-methoxy-1-oxo-isoindolin-2-yl]piperidine-2,6-dione FC(CCCN1CCN(CC1)C=1C=C2CN(C(C2=C(C1)OC)=O)C1C(NC(CC1)=O)=O)(COC1=CC=C(C=C1)[C@H]1[C@H](CCC2=CC(=CC=C12)O)C1=CC=CC=C1)F